Cinnamaldehyde phenylpropionyl oxime C1(=CC=CC=C1)CCC(=O)ON=CC=CC1=CC=CC=C1